t-butylvinylideneruthenium dichloride C(C)(C)(C)C=C=[Ru](Cl)Cl